7-hydroxy-3H-phenoxazin-3-one OC=1C=C2OC3=CC(C=CC3=NC2=CC1)=O